13-(docosa-13-enoyloxy)-tridecanoic acid C(CCCCCCCCCCCC=CCCCCCCCC)(=O)OCCCCCCCCCCCCC(=O)O